FC(C1=NN=C(O1)C1=CN=C(S1)CN(S(=O)(=O)CC)C1=NC=C(C=C1)C(C)(C)O)F N-((5-(5-(difluoromethyl)-1,3,4-oxadiazol-2-yl)thiazol-2-yl)methyl)-N-(5-(2-hydroxypropan-2-yl)pyridin-2-yl)ethanesulfonamide